4,4'-(((5-(tert-butyl)-1,3-phenylene)bis(methylene))bis(oxy))bisbenzamidine dihydrochloride Cl.Cl.C(C)(C)(C)C=1C=C(C=C(C1)COC1=CC=C(C(=N)N)C=C1)COC1=CC=C(C(=N)N)C=C1